C1(=CC=C(C=C1)NC=1C=CC=2C(C3=CC=CC=C3C2C1)(C)C)C1=CC=CC=C1 N-[1,1-biphenyl]-4-yl-9,9-dimethyl-9h-fluoren-3-amine